CC1=NOC(=C1)C1=C(NN=C1)C1=CC=C(OCC2=NC3=CC=CC=C3C=C2)C=C1 2-{4-[4-(3-methyl-isoxazol-5-yl)-2H-pyrazol-3-yl]-phenoxymethyl}-quinoline